NC1=NC=NN2C1=C(C=C2C=2C=CC(=C(C(=O)N[C@@H]1CN(C[C@@H]1F)C(=O)C1CCC(CC1)(F)F)C2)F)C(F)(F)F 5-[4-amino-5-(trifluoromethyl)pyrrolo[2,1-f][1,2,4]triazin-7-yl]-N-[(3R,4S)-1-(4,4-difluorocyclohexanecarbonyl)-4-fluoropyrrolidin-3-yl]-2-fluorobenzamide